5-(pyrazin-2-yl)-2-(3-(o-tolyl)cyclobutyl)-2,5,6,7-tetrahydro-3H-pyrrolo[2,1-c][1,2,4]triazol-3-one N1=C(C=NC=C1)C1CCC2=NN(C(N21)=O)C2CC(C2)C2=C(C=CC=C2)C